3-[(3-chlorophenyl)methyl]-6-{[2-(1-methylpyrazol-4-yl)-4-pyridyl]oxy}-2H-1,3-benzoxazin-4-one ClC=1C=C(C=CC1)CN1COC2=C(C1=O)C=C(C=C2)OC2=CC(=NC=C2)C=2C=NN(C2)C